NC=1N=CC(=NC1C1=CN=C(S1)C)C=1C=C(C=CC1C)[C@](CO)(C(F)(F)F)O (S)-2-(3-(5-Amino-6-(2-methylthiazol-5-yl)pyrazin-2-yl)-4-methylphenyl)-3,3,3-trifluoropropane-1,2-diol